C(#N)[C@]1(COCC1)C1=C(C=C(C=C1)CC(=O)OCC)F |r| 2-(±)-Ethyl 2-(4-(3-cyanotetrahydrofuran-3-yl)-3-fluorophenyl)acetate